7-bromo-8-(2,2,2-trifluoroethoxy)-[1,2,4]triazolo[1,5-a]pyridin-2-amine BrC1=C(C=2N(C=C1)N=C(N2)N)OCC(F)(F)F